FC=1C(=NC=CC1I)C#N 3-fluoro-4-iodopyridinecarbonitrile